C(C)SC=1C(=NC=C(C1)OC1=NC=CC=C1)C1=NC=C(C(N1C)=O)OCC(C(F)(F)F)(F)F 2-[3-ethylsulfanyl-5-(2-pyridyloxy)-2-pyridyl]-3-methyl-5-(2,2,3,3,3-pentafluoropropoxy)pyrimidin-4-one